2-[7-benzyloxy-4-(4-fluorophenyl)-3-quinolinyl]propan-1-ol C(C1=CC=CC=C1)OC1=CC=C2C(=C(C=NC2=C1)C(CO)C)C1=CC=C(C=C1)F